FC(CN1N=CC(=C1)C1=NC=CC(=N1)NC1=CC(=C(C=N1)C1=NC=C(C=C1)OC1CCN(CC1)C)NC1CCC(CC1)F)F N6'-(2-(1-(2,2-Difluoroethyl)-1H-pyrazol-4-yl)pyrimidin-4-yl)-N4'-(4-fluorocyclohexyl)-5-((1-methylpiperidin-4-yl)oxy)-[2,3'-bipyridine]-4',6'-diamine